ClC=1C=C2C(=NC1C1=CC=C(C=C1)C1=CC=C(C=C1)C(=O)NCCS(=O)(=O)O)N=C(N2)O[C@H]2[C@@H]1[C@H](OC2)[C@@H](CO1)O 2-(4'-(6-chloro-2-(((3r,3ar,6r,6ar)-6-hydroxyhexahydrofuro[3,2-b]furan-3-yl)oxy)-1H-imidazo[4,5-b]pyridin-5-yl)-[1,1'-biphenyl]-4-carboxamido)ethane-1-sulfonic acid